NC1=C(SC2=NC(=CC=C21)C)C(=O)N[C@H]2COC1=C(C2)C=C(C(=C1)N1C[C@@H]([C@H](C1)OC)N)F 3-amino-N-[(3R)-7-[(3S,4S)-3-amino-4-methoxypyrrolidin-1-yl]-6-fluoro-3,4-dihydro-2H-1-benzopyran-3-yl]-6-methylthieno[2,3-b]pyridine-2-carboxamide